(3S)-2-[(2S)-2-[[(2S)-1-ethoxy-1-oxo-4-phenylbutan-2-yl]amino]propanoyl]-6,7-dimethoxy-3,4-dihydro-1H-isoquinoline-3-carboxylic acid C(C)OC([C@H](CCC1=CC=CC=C1)N[C@H](C(=O)N1CC2=CC(=C(C=C2C[C@H]1C(=O)O)OC)OC)C)=O